6-((1R,4R)-5-(2-(5-cyclopropyl-3-(2,6-dichlorophenyl)isoxazol-4-yl)ethyl)-2,5-diazabicyclo[2.2.1]heptan-2-yl)-1-methyl-1H-indole-3-carboxylic acid C1(CC1)C1=C(C(=NO1)C1=C(C=CC=C1Cl)Cl)CCN1[C@H]2CN([C@@H](C1)C2)C2=CC=C1C(=CN(C1=C2)C)C(=O)O